CN(C1C(CC(CC1)NC=1N=CC2=C(N1)N(C(C(=C2)C2=C(C(=C(C(=C2)F)NS(=O)(=O)CCC(F)(F)F)F)F)=O)C(C)C)F)C N-(4-(2-((4-(dimethyl-amino)-3-fluorocyclohexyl)amino)-8-iso-propyl-7-oxo-7,8-dihydropyrido[2,3-d]-pyrimidin-6-yl)-2,3,6-trifluorophenyl)-3,3,3-trifluoropropane-1-sulfonamide